C1(=CC=CC=C1)[C@H]1CCC=2N1N=C(N2)C(=O)N[C@H]2COC1=C(N(C2=O)C)C=CC=C1 (5R)-5-phenyl-N-[(3S)-5-methyl-4-oxo-2,3-dihydro-1,5-benzoxazepin-3-yl]-6,7-dihydro-5H-pyrrolo[1,2-b][1,2,4]triazole-2-carboxamide